Quinuclidin-3-yl (4-(4-(3-methoxypropoxy)phenyl)-2-methylbut-3-yn-2-yl)carbamate COCCCOC1=CC=C(C=C1)C#CC(C)(C)NC(OC1CN2CCC1CC2)=O